2-(2,6-dioxo-3-piperidyl)-5-[2-[2-[2-[(2S)-2-methyl-4-[6-[5-(1-methylcyclopropoxy)-1H-indazol-3-yl]pyrimidin-4-yl]piperazin-1-yl]ethoxy]ethoxy]ethoxy]isoindoline-1,3-dione O=C1NC(CCC1N1C(C2=CC=C(C=C2C1=O)OCCOCCOCCN1[C@H](CN(CC1)C1=NC=NC(=C1)C1=NNC2=CC=C(C=C12)OC1(CC1)C)C)=O)=O